(Z)-7-Hexadecen-1,16-olide C1(CCCCC\C=C/CCCCCCCCO1)=O